tert-butyl ((1-(3-(2-methoxyethyl)-7-morpholino-3H-imidazo[4,5-b]pyridin-5-yl)-3-(m-tolyl)-1H-pyrazol-5-yl)methyl)carbamate COCCN1C=NC=2C1=NC(=CC2N2CCOCC2)N2N=C(C=C2CNC(OC(C)(C)C)=O)C=2C=C(C=CC2)C